[N+](=O)([O-])C=C1SCCCN1C=O dihydro-2-(nitro-methylene)-2H-1,3-thiazine-3(4H)-carbaldehyde